4-((2,4-dimethoxybenzyl)amino)-N-(6-methyl-1-(p-tolylamino)isoquinolin-5-yl)quinazoline COC1=C(CNC2=NCN(C3=CC=CC=C23)C2=C3C=CN=C(C3=CC=C2C)NC2=CC=C(C=C2)C)C=CC(=C1)OC